3-(2,4-bis(trifluoromethyl)phenyl)-7-fluoro-1-(3-(piperidin-4-yl)prop-2-ynyl)-4,5-dihydro-1H-benzo[b]azepin-2(3H)-one FC(C1=C(C=CC(=C1)C(F)(F)F)C1CCC2=C(N(C1=O)CC#CC1CCNCC1)C=CC(=C2)F)(F)F